NC1=CC=C(C=C1)C1=CC=C(C=C1)C1(CC=C(C=C1)C1=CC=C(C=C1)N)NC1=CC=C(C=C1)C1=CC=C(C=C1)N 4,N4-bis(4'-amino-[1,1'-biphenyl]-4-yl)-[1,1'-biphenyl]-4,4'-diamine